(2Z)-6-hydroxy-2-(quinolin-2-ylmethylene)-1-benzofuran-3(2H)-one OC1=CC2=C(C(/C(/O2)=C/C2=NC3=CC=CC=C3C=C2)=O)C=C1